FC(C1CC=C(CC1)C=1C=CC=C2C=C(C=NC12)C(=O)NCCCNC(OC)=O)(F)F methyl (3-(8-(4-(trifluoromethyl)cyclohex-1-en-1-yl)quinoline-3-carboxamido)propyl)carbamate